N,N-diethyl-2-(5-methoxy-1H-indol-3-yl)ethanamine C(C)N(CCC1=CNC2=CC=C(C=C12)OC)CC